2-(4-ethynylphenyl)-3-(pyridin-4-yl)-4,5,6,7-tetrahydropyrazolo[1,5-a]pyrazine trifluoroacetate FC(C(=O)O)(F)F.C(#C)C1=CC=C(C=C1)C1=NN2C(CNCC2)=C1C1=CC=NC=C1